1-(2-chloro-4-hydroxyphenyl)dihydropyrimidine-2,4(1H,3H)-dione ClC1=C(C=CC(=C1)O)N1C(NC(CC1)=O)=O